O1CC(CC1)C(C)=O Tetrahydrofuran-3-yl-ethanone